FC1=C(C=C(C=C1)F)C1=CC(=NN1CC1=CC=C(C=C1)C1=NOC(=N1)C(F)(F)F)C(=O)OC methyl 5-(2,5-difluorophenyl)-1-[[4-[5-(trifluoromethyl)-1,2,4-oxadiazol-3-yl] phenyl]methyl]pyrazole-3-carboxylate